1-(2,2-dimethyl-3-(vinyloxy)propyl)-3-methylbenzene CC(CC1=CC(=CC=C1)C)(COC=C)C